C(C(=C)C)(=O)OCCOCC(=O)O 2-(2-(methacryloyloxy)ethoxy)acetic acid